5,7-dichloro-6-fluoro-1,2,3,4-tetrahydroquinoline ClC1=C2CCCNC2=CC(=C1F)Cl